ClCC1=CC(=C2CN(C(C2=C1)=O)C1=NC(=CC(=C1)C1=C(C=C(C=C1)F)C1=NN=CN1C)NCC)C(F)(F)F 6-(chloromethyl)-2-[6-(ethylamino)-4-[4-fluoro-2-(4-methyl-1,2,4-triazol-3-yl)phenyl]pyridin-2-yl]-4-(trifluoromethyl)-3H-isoindol-1-one